(S)-N4-(1-ethoxy-3-(4-(prop-2-yn-1-yloxy)phenyl)prop-2-yl)quinoline-3,4-diamine C(C)OC[C@H](CC1=CC=C(C=C1)OCC#C)NC1=C(C=NC2=CC=CC=C12)N